FC(CO)(C1=C(C=CC(=C1)[C@@H](C)NC1=NC(=NC2=C3C(=C(C=C12)N1CC2(COC2)C1)CCC3)C)F)F |r| (R/S)-2,2-difluoro-2-(2-fluoro-5-(1-((2-methyl-6-(2-oxa-6-azaspiro[3.3]heptan-6-yl)-8,9-dihydro-7H-cyclopenta[h]quinazolin-4-yl)amino)ethyl)phenyl)ethan-1-ol